4-(3-fluorobenzyl)-N-((S)-7-(2-((R)-3-hydroxypyrrolidin-1-yl)-2-oxoethoxy)-5-methyl-4-oxo-2,3,4,5-tetrahydrobenzo[b][1,4]oxazepin-3-yl)-1H-pyrazole-1-carboxamide FC=1C=C(CC=2C=NN(C2)C(=O)N[C@@H]2C(N(C3=C(OC2)C=CC(=C3)OCC(=O)N3C[C@@H](CC3)O)C)=O)C=CC1